N-[[[3-(ethenylsulfonyl)-1-oxopropyl]amino]methyl]-2-propenamide C(=C)S(=O)(=O)CCC(=O)NCNC(C=C)=O